FC1=CC(=CC2=C1N=C(S2)NC(=O)C2(CN(CCC2)C(=O)OC(C)(C)C)C)F tert-butyl 3-[(4,6-difluoro-1,3-benzothiazol-2-yl)carbamoyl]-3-methylpiperidine-1-carboxylate